(1S,4S)-N-[[5-[5-(difluoromethyl)-1,3,4-oxadiazol-2-yl]-2-pyridyl]methyl]-N-phenyl-5-(thietan-3-yl)-2,5-diazabicyclo[2.2.1]heptan-2-carboxamide FC(C1=NN=C(O1)C=1C=CC(=NC1)CN(C(=O)N1[C@@H]2CN([C@H](C1)C2)C2CSC2)C2=CC=CC=C2)F